Cl.COC(=O)[C@@H]1CC2=C(NC3=C(C=CC=C23)Br)CN1 (S)-8-bromo-2,3,4,9-tetrahydro-1H-pyrido[3,4-b]indole-3-carboxylic acid methyl ester hydrochloride